(4-methoxy-3-nitrophenyl)-6-(pyrrolidin-1-yl)pyridazine COC1=C(C=C(C=C1)C=1N=NC(=CC1)N1CCCC1)[N+](=O)[O-]